N-(5-(4-(5-chloro-4-fluoro-2-(2-hydroxypropan-2-yl)phenylamino)pyrimidin-2-ylamino)-4-methoxy-2-((1S,5S)-6-methyl-3,6-diazabicyclo[3.2.0]heptan-3-yl)phenyl)acrylamide formic Acid Salt C(=O)O.ClC=1C(=CC(=C(C1)NC1=NC(=NC=C1)NC=1C(=CC(=C(C1)NC(C=C)=O)N1C[C@@H]2CN([C@@H]2C1)C)OC)C(C)(C)O)F